FC=1C(=NC=C(C1)F)C(=O)OC methyl (3,5-difluoropyridin-2-yl)carboxylate